2,2'-bipyridyl-3,3'-dicarboxylic acid N1=C(C(=CC=C1)C(=O)O)C1=NC=CC=C1C(=O)O